C(C1=CC=CC=C1)OC=1C=C2C=CC(=CC2=C(C1N1S(NC(C1)=O)(=O)=O)F)O[C@H]1CN(CC1)C(=O)OC(C)(C)C tert-butyl (3R)-3-[[6-benzyloxy-8-fluoro-7-(1,1,4-trioxo-1,2,5-thiadiazolidin-2-yl)-2-naphthyl]oxy]pyrrolidine-1-carboxylate